(R)-4-chloro-6-(3-(hydroxymethyl)-1,4-oxazepan-4-yl)-2-(methylthio)pyrimidine-5-carbaldehyde ClC1=NC(=NC(=C1C=O)N1[C@@H](COCCC1)CO)SC